NC(C(=O)O)CCCC1(CC1)NC(=O)OC(C)(C)C 2-Amino-5-[1-(t-Butoxycarbonylamino)cyclopropyl]pentanoic acid